FC1=C(C=C(C=C1C)C)NC(OC)=O methyl (2-fluoro-3,5-dimethylphenyl)carbamate